8-nitroadenine [N+](=O)([O-])C1=NC2=NC=NC(=C2N1)N